6-(5-amino-3-phenyl-4-(4-sulfamoylbenzyl)-1H-pyrazol-1-yl)picolinic acid NC1=C(C(=NN1C1=CC=CC(=N1)C(=O)O)C1=CC=CC=C1)CC1=CC=C(C=C1)S(N)(=O)=O